3-methoxy-4-phenethoxybenzaldehyde COC=1C=C(C=O)C=CC1OCCC1=CC=CC=C1